(S)-1-(3-((4-((2-(2-cyano-4,4-difluoropyrrolidin-1-yl)-2-oxoethyl)carbamoyl)quinolin-6-yl)oxy)propyl)-4-(4-fluorobenzoyl)-1-methylpiperazin-1-ium C(#N)[C@H]1N(CC(C1)(F)F)C(CNC(=O)C1=CC=NC2=CC=C(C=C12)OCCC[N+]1(CCN(CC1)C(C1=CC=C(C=C1)F)=O)C)=O